O=CCCC/C=C/CC(=O)OC methyl (E)-8-oxo-3-octenoate